3-(3-(3-(pyridin-4-yl)phenyl)-1H-pyrazol-5-yl)pyrrolidine-1-carbonitrile N1=CC=C(C=C1)C=1C=C(C=CC1)C1=NNC(=C1)C1CN(CC1)C#N